NC12CC(C1)(C2)C(=O)NC=2C=CC(=NC2)C=2N=NN(C2NC(O[C@H](C)C=2C(=NC=CC2)Cl)=O)C (R)-1-(2-chloropyridin-3-yl)ethyl (4-(5-(3-aminobicyclo[1.1.1]pentane-1-carboxamido)pyridin-2-yl)-1-methyl-1H-1,2,3-triazol-5-yl)carbamate